isopropyl (S)-6-diazo-2-(2-hydroxy-2-methylpropanamido)-5-oxohexanoate [N+](=[N-])=CC(CC[C@@H](C(=O)OC(C)C)NC(C(C)(C)O)=O)=O